2-(3,3-difluoroazepan-1-yl)acetic acid FC1(CN(CCCC1)CC(=O)O)F